α-n-hexylamino-pregn-5-en C(CCCCC)NCC[C@H]1CC[C@H]2[C@@H]3CC=C4CCCC[C@]4(C)[C@H]3CC[C@]12C